3,4-dimercaptotoluene copper(II) gluconate O=C([C@H](O)[C@@H](O)[C@H](O)[C@H](O)CO)[O-].[Cu+2].SC=1C=C(C)C=CC1S.O=C([C@H](O)[C@@H](O)[C@H](O)[C@H](O)CO)[O-]